C1(=CC=CC=C1)N1N=CC(=C1)C=1SC=C(N1)C(=O)NCC1CCNCC1 2-(1-phenyl-1H-pyrazol-4-yl)-N-[(piperidin-4-yl)methyl]-1,3-thiazole-4-carboxamide